ClC=1C2=C(N=C(N1)C=1N=C(OC1)C)SC(=C2)C 4-(4-chloro-6-methylthieno[2,3-d]pyrimidin-2-yl)-2-methyloxazole